ClC1=CC=C(COC2=NC=CC(=N2)C2=CC(=C(CC3=NC4=C(N3[C@@H]3COCC3(C)C)C=C(C=C4F)C(=O)O)C=C2C)F)C=C1 (S)-2-(4-(2-((4-chlorobenzyl)oxy)pyrimidin-4-yl)-2-fluoro-5-methylbenzyl)-1-(4,4-dimethyltetrahydrofuran-3-yl)-4-fluoro-1H-benzo[d]imidazole-6-carboxylic acid